pyrrolo[1,2-a]pyrazinone C1(C=2N(C=CN1)C=CC2)=O